BrC1=CC=C(C(=N1)NC(CCC)=O)C=O N-(6-bromo-3-formylpyridin-2-yl)butanamide